CC1=C(OC=2CCC3=CN(N=C3C21)CC2=NC=CC=C2)C(=O)NC[C@@H]2OCCC2 8-Methyl-2-(pyridin-2-ylmethyl)-N-[(2R)-tetrahydrofuran-2-ylmethyl]-4,5-dihydro-2H-furo[2,3-g]indazole-7-carboxamide